N1N=CC2=CC(=CC=C12)N1C(=NC(=C1)CNC1=C(C=CC=C1)F)C1=NC(=CC=C1)C N-((1-(1H-Indazol-5-yl)-2-(6-methylpyridin-2-yl)-1H-imidazol-4-yl)methyl)-2-fluoroaniline